3-fluoro-2-(5-((3aR,6aS)-hexahydropyrrolo[3,4-c]pyrrol-2(1H)-yl)-1,3,4-thiadiazol-2-yl)-5-(1H-pyrazol-4-yl)phenol FC=1C(=C(C=C(C1)C=1C=NNC1)O)C=1SC(=NN1)N1C[C@@H]2CNC[C@@H]2C1